(4-bromophenyl)-1H-indene BrC1=CC=C(C=C1)C1C=CC2=CC=CC=C12